P(Cl)(Cl)Cl phosphorus(III) chloride